ClC1=CC=C(C(=N1)C(=NO)N)N[C@H](C)C=1C=C(C=C2C(C(=C(OC12)C=1C=NC=CC1)C)=O)C 6-Chloro-3-[[(1R)-1-[3,6-dimethyl-4-oxo-2-(3-pyridyl)chromen-8-yl]-ethyl]amino]-N'-hydroxy-pyridine-2-carboxamidine